(Z)-2-(1-(3-(4-bromophenoxy)benzylidene)-5-fluoro-2-methyl-1H-inden-3-yl)acetic acid BrC1=CC=C(OC=2C=C(\C=C/3\C(=C(C4=CC(=CC=C34)F)CC(=O)O)C)C=CC2)C=C1